COC1(C(\C=C\CCCC1)OC)CC(=O)O (E)-2-(1,2-dimethoxycyclooct-3-en-1-yl)acetic acid